(Z)-5-(2-(diethylamino)ethyl)-3-methyl-2-((5-(4-methylpyridin-3-yl)-2-oxo-1,2-dihydro-3H-pyrrolo[2,3-c]pyridin-3-ylidene)methyl)-1,5,6,7-tetrahydro-4H-pyrrolo[3,2-c]pyridin-4-one C(C)N(CCN1C(C2=C(CC1)NC(=C2C)\C=C\2/C(NC1=CN=C(C=C12)C=1C=NC=CC1C)=O)=O)CC